1-(2,3-dihydro-1H-inden-2-yl)guanidine hydrochloride Cl.C1C(CC2=CC=CC=C12)NC(=N)N